COC(=O)C1=CC=C(C=C1)C1=C(C=CC=C1)P(C1=CC=CC=C1)C1=CC=CC=C1 2'-(diphenylphosphino)-[1,1'-biphenyl]-4-carboxylic acid methyl ester